diphenoxydichlorosilane O(C1=CC=CC=C1)[Si](Cl)(Cl)OC1=CC=CC=C1